COC(=O)C=1NC(=CC1)C1=C(C(=C(C(=C1)F)F)OC)F.C[C@@H]1O[C@@H](CN(C1)C(=O)C=1NC(=CC1)C1=C(C(=C(C(=C1)F)F)OC)F)C ((2S,6R)-2,6-Dimethylmorpholino)(5-(2,4,5-trifluoro-3-methoxyphenyl)-1H-pyrrol-2-yl)methanone Methyl-5-(2,4,5-trifluoro-3-methoxyphenyl)-1H-pyrrole-2-carboxylate